C(C)(C)(C)OC(=O)N1[C@@H](C(CCC1)(C)O)CO[Si](C1=CC=CC=C1)(C1=CC=CC=C1)C(C)(C)C (2R)-2-[[tert-butyl-(diphenyl)silyl]oxymethyl]-3-hydroxy-3-methyl-piperidine-1-carboxylic acid tert-butyl ester